N-[(E)-(1-hydroxy-3H-2,1-benzoxaborole-5-yl)methyleneamino]-N-isobutyl-6-methyl-1,1-dioxo-1,2-benzothiazol-3-amine OB1OCC2=C1C=CC(=C2)\C=N\N(C2=NS(C1=C2C=CC(=C1)C)(=O)=O)CC(C)C